(1R,2S,3R,4R,5S,6R)-3,4,5-tri(p-methoxybenzyloxy)-2-((p-methoxybenzyloxy)methyl)-6-(4-chloro-3-(4-ethoxybenzyl)phenyl)cyclohexanol COC1=CC=C(CO[C@@H]2[C@H]([C@@H]([C@H]([C@@H]([C@H]2OCC2=CC=C(C=C2)OC)OCC2=CC=C(C=C2)OC)C2=CC(=C(C=C2)Cl)CC2=CC=C(C=C2)OCC)O)COCC2=CC=C(C=C2)OC)C=C1